tert-butyl (1S,5R)-3-(6,8-difluoro-2-(((2R,7aS)-2-fluorotetrahydro-1H-pyrrolizin-7a(5H)-yl)methoxy)quinazolin-4-yl)-1-methyl-3,8-diazabicyclo[3.2.1]octane-8-carboxylate FC=1C=C2C(=NC(=NC2=C(C1)F)OC[C@]12CCCN2C[C@@H](C1)F)N1C[C@@]2(CC[C@H](C1)N2C(=O)OC(C)(C)C)C